CC=1C=CC=C2C(=CN=NC12)NC1=CC(=NC=C1)NC1=CC=C(C=C1)N1CCOCC1 N4-(8-methylcinnolin-4-yl)-N2-[4-(morpholin-4-yl)phenyl]pyridine-2,4-diamine